7-bromo-4-methyl-1H-indazole BrC=1C=CC(=C2C=NNC12)C